C(C)(C)(C)C1N(CCC(C1)N1N=CC(=C1)C1=NC2=CC(=CC=C2N=C1)Br)C(=O)O[C@H]1CN(CC1)C1=NC=C(C=N1)OCC1=C(C=C(C=C1)F)F (R)-1-(5-((2,4-difluorobenzyl)oxy)pyrimidin-2-yl)pyrrolidin-3-ol tert-butyl-4-[4-(7-bromoquinoxalin-2-yl)pyrazol-1-yl]piperidine-1-carboxylate